N1(CCNCC1)C1=NC=C(C=O)C=C1 6-PIPERAZIN-1-YLNICOTINALDEHYDE